BrC1=NN(N=C1Br)C1=NC=CC=C1 2-(4,5-dibromo-1,2,3-triazol-2-yl)pyridine